(l)-2-chloro-4,6-di-tert-butylphenol ClC1=C(C(=CC(=C1)C(C)(C)C)C(C)(C)C)O